C(C)N(C1CCN(CC1)C1=NC(=C2N=CN(C2=N1)C(C)C)NCC1=C(C=CC=C1)N1N=CC=C1)CC 2-[4-(diethylamino)-1-piperidyl]-9-isopropyl-N-[(2-pyrazol-1-ylphenyl)methyl]purin-6-amine